tert-butyl 3-((2-(imidazo[1,2-a]pyridin-3-yl)propan-2-yl)carbamoyl)azetidine-1-carboxylate N=1C=C(N2C1C=CC=C2)C(C)(C)NC(=O)C2CN(C2)C(=O)OC(C)(C)C